C1(OCC(C)O1)=O Propylen carbonate